2-[2-(3-chloro-phenyl)-6-methoxy-benzoimidazol-1-yl]-2-cyclohexyl-N-cyclopentyl-acetamide ClC=1C=C(C=CC1)C1=NC2=C(N1C(C(=O)NC1CCCC1)C1CCCCC1)C=C(C=C2)OC